3-(Trifluoromethyl)cyclobutyl 4-methylbenzenesulfonate CC1=CC=C(C=C1)S(=O)(=O)OC1CC(C1)C(F)(F)F